ClC1=C(C=C2C=C(N=CC2=C1)NC=1C=NN(C1C)C1CC1)N1CCN(CC1)[C@@]1([C@@H](COC1)O)C |o1:27,28| (3S,4S) or (3R,4R)-4-(4-(7-chloro-3-((1-cyclopropyl-5-methyl-1H-pyrazol-4-yl)amino)isoquinolin-6-yl)piperazin-1-yl)-4-methyltetrahydrofuran-3-ol